FC(OC1=NC=CC(=C1)CNC(=O)N[C@H](C(F)(F)F)CC(F)(F)F)F 1-[[2-(difluoromethoxy)pyridin-4-yl]methyl]-3-[(2S)-1,1,1,4,4,4-hexafluorobutan-2-yl]urea